COC(=O)C=1C=C(OCCCOC2=CC(=C(C(=O)OC)C=C2)C)C=CC1C Methyl 4-(3-(3-(methoxycarbonyl)-4-methylphenoxy)propoxy)-2-methylbenzoate